C(=O)(OCC1=CC=CC=C1)N1COC([C@@H]1C)=O (S)-N-Cbz-4-methyl-5-oxo-oxazolidine